NCC#CCCCCCC=1C=C(C=CC1)C1=NC=2N(C(=C1)N1CCN(CC1)CCO)N=C(C2C2=CC=CC=C2)C 2-(4-(5-(3-(8-aminooct-6-yn-1-yl)phenyl)-2-methyl-3-phenylpyrazolo[1,5-a]pyrimidin-7-yl)piperazin-1-yl)ethan-1-ol